3-phenyl propionate C1=CC=C(C=C1)CCC(=O)[O-]